CC1N(CCC2(C1)C(NC1=CC=C(C=C12)C(=O)O)=O)C(C(C)C)=O Methyl-1'-isobutyryl-2-oxospiro[indoline-3,4'-piperidine]-5-carboxylic acid